acryloyloxypropyldimethylmonochlorosilane C(C=C)(=O)OCCC[Si](Cl)(C)C